4-(4-(azidomethyl)benzamido)benzoic acid N(=[N+]=[N-])CC1=CC=C(C(=O)NC2=CC=C(C(=O)O)C=C2)C=C1